N-methyl-N'-(t-Butoxycarbonyl)ethylenediamine CNCCNC(=O)OC(C)(C)C